1-(3-((3,4-dimethoxyphenyl)sulfonyl)-6-(trifluoromethoxy)quinolin-4-yl)piperidin-4-ol COC=1C=C(C=CC1OC)S(=O)(=O)C=1C=NC2=CC=C(C=C2C1N1CCC(CC1)O)OC(F)(F)F